OC1=C2N3[C@@]4(C[C@H](C3=C(C1=O)C(=O)NCC1=C(C=C(C=C1F)F)F)OC)CCCCN(C2=O)C4 (6aR,8R)-11-hydroxy-8-methoxy-1,10-dioxo-N-(2,4,6-trifluorobenzyl)-1,3,4,5,6,7,8,10-octahydro-2,6a-methano[1,4]diazonino[9,1,2-cd]indolizine-9-carboxamide